(1R,3R,5R)-3-ethynyl-2-azabicyclo[3.1.0]hexane hydrochloride Cl.C(#C)[C@@H]1N[C@@H]2C[C@@H]2C1